(S)-1-(((R)-tert-butylsulfinyl)imino)-7-cyano-1,3-dihydrospiro[indene-2,4'-piperidine]-1'-carboxylic acid tert-butyl ester C(C)(C)(C)OC(=O)N1CCC2(CC1)C(C1=C(C=CC=C1C2)C#N)=N[S@](=O)C(C)(C)C